NC=1SC2=C(N1)CCC(C2)NC(C2=CN=C(C=C2NC(C)C)N2C=CC=1C2=NC=C(C1)C#N)=O N-(2-amino-4,5,6,7-tetrahydrobenzo[d]thiazol-6-yl)-6-(5-cyano-1H-pyrrolo[2,3-b]pyridin-1-yl)-4-(isopropylamino)nicotinamide